(2R,3R,4S,5R)-6-(dodecylthio)-2-(1-ethoxyethoxy)-6-oxohexane-1,3,4,5-tetrayltetraacetate C(CCCCCCCCCCC)SC([C@@H]([C@H]([C@H]([C@@H](CCC(=O)[O-])OC(C)OCC)CC(=O)[O-])CC(=O)[O-])CC(=O)[O-])=O